7-[1-[1-(7-Cyano-7-azabicyclo[2.2.1]heptan-2-yl)azetidin-3-yl]-5-methyl-pyrazol-4-yl]-5-[(1R)-1-(2-pyridyl)ethoxy]imidazo[1,2-a]pyridine-3-carbonitrile C(#N)N1C2C(CC1CC2)N2CC(C2)N2N=CC(=C2C)C2=CC=1N(C(=C2)O[C@H](C)C2=NC=CC=C2)C(=CN1)C#N